5-(3-Methoxypropoxy)pyrazin COCCCOC=1N=CC=NC1